(3-(3-bromo-2-chlorophenoxy)propyl)carbamic acid tert-butyl ester C(C)(C)(C)OC(NCCCOC1=C(C(=CC=C1)Br)Cl)=O